N1[C@@H](CCC1)C(=O)NC([C@@H](N)CCSC)=O L-methionine-L-prolylamide